NC1(CCN(CC1)C=1C2=C(N=CN1)NC=C2Br)C(=O)N[C@@H](C)C2=CC=C(C=C2)Cl 4-amino-1-(5-bromo-7H-pyrrolo[2,3-d]pyrimidin-4-yl)-N-[(1S)-1-(4-chlorophenyl)ethyl]piperidine-4-carboxamide